4'-Hydroxy-7-acetoxyflavone OC1=CC=C(C=2OC3=CC(=CC=C3C(C2)=O)OC(C)=O)C=C1